Racemic-(SR)-6-(6-(1H-tetrazol-5-yl)pyridin-3-yl)-7-((5-cyclopropyl-7-methyl-1H-indol-4-yl)methyl)-2,2-difluoro-7-azaspiro[3.5]nonane N1N=NN=C1C1=CC=C(C=N1)[C@@H]1CC2(CC(C2)(F)F)CCN1CC1=C2C=CNC2=C(C=C1C1CC1)C |r|